3-{[2-(4-methoxyphenyl)-2-oxoethyl]sulfanyl}-5-propyl-[1,2,4]triazol COC1=CC=C(C=C1)C(CSC1=NNC(=N1)CCC)=O